6-[[(2R,3R,4R,5S)-3-(3,4-difluoro-2-methoxy-phenyl)-4,5-dimethyl-5-(trifluoromethyl)tetrahydrofuran-2-carbonyl]amino]pyrazine-2-carboxamide FC=1C(=C(C=CC1F)[C@@H]1[C@@H](O[C@@]([C@@H]1C)(C(F)(F)F)C)C(=O)NC1=CN=CC(=N1)C(=O)N)OC